CC1=CC=NC(=N1)C#N 6-methylpyrimidine-2-carbonitrile